1-(3-(4-methoxyphenyl)-1,2,4-oxadiazol-5-yl)-N-((1-((2-methylpyridin-3-yl)methyl)pyrrolidin-3-yl)methyl)piperidine-4-carboxamide COC1=CC=C(C=C1)C1=NOC(=N1)N1CCC(CC1)C(=O)NCC1CN(CC1)CC=1C(=NC=CC1)C